tetradecyl-di-n-propyl(3-trimethoxysilylpropyl)ammonium chloride [Cl-].C(CCCCCCCCCCCCC)[N+](CCC[Si](OC)(OC)OC)(CCC)CCC